O=C1NNCC1 3-oxopyrazolidin